Cl[GeH](Cl)Cl Trichlorogermane